2-ethylhexyl 6-(hexylamino)hexanoate 2-Ethylhexyl-6-(hexylamino)hexanoate C(C)C(COC(CCCCCNCCCCCC)=O)CCCC.C(CCCCC)NCCCCCC(=O)OCC(CCCC)CC